OC(CCCCCCCCCCCCCCCCCCC(=O)O)CCCCC 20-Hydroxy-pentacosanoic acid